(S,E)-5-(2-fluoro-6-hydroxy-3-((4-(hydroxymethyl)pyrrolidin-3-ylidene)methyl)phenyl)-1,2,5-thiadiazolidin-3-one 1,1-dioxide FC1=C(C(=CC=C1/C=C\1/CNC[C@H]1CO)O)N1CC(NS1(=O)=O)=O